O=C1NC(CCC1N1C(N(C2=C1C=CC(=C2)/C=C/COCCOCC(=O)OC(C)(C)C)C)=O)=O Tert-butyl 2-[2-[(E)-3-[1-(2,6-dioxo-3-piperidyl)-3-methyl-2-oxo-benzimidazol-5-yl]allyloxy]ethoxy]acetate